7-chloro-5-{[(4-methoxyphenyl)methyl]amino}quinazolin-4-ol CYCLOHEXYL-SALICYLATE (cyclohexyl-2-hydroxybenzoate) C1(CCCCC1)C=1C(=C(C(=O)O)C=CC1)O.C1(CCCCC1)OC=1C(C(=O)O)=CC=CC1.ClC1=CC(=C2C(=NC=NC2=C1)O)NCC1=CC=C(C=C1)OC